N,N1-Diethyl-N2-(4-phenoxyphenyl)-[1,3,5]triazine-2,4,6-triamine C(C)N(C1N(C(=NC(=N1)N)N)CC)C1=CC=C(C=C1)OC1=CC=CC=C1